3-methyl 2-(2,2,2-trichloroethyl) 6-amino-7-chloro-1,2,3,4-tetrahydroisoquinoline-2,3-dicarboxylate NC=1C=C2CC(N(CC2=CC1Cl)C(=O)OCC(Cl)(Cl)Cl)C(=O)OC